N-(6-chloro-3-nitro-2-pyridyl)pyrimidin-4-amine ClC1=CC=C(C(=N1)NC1=NC=NC=C1)[N+](=O)[O-]